pyrido[3,4-g]isoquinolin C1=NC=CC=2C1=CC=1C=CN=CC1C2